4-[5-(trifluoromethyl)-1,2,4-oxadiazol-3-yl]phenyl dimethyl-carbamate CN(C(OC1=CC=C(C=C1)C1=NOC(=N1)C(F)(F)F)=O)C